1-(4-chlorobenzyl)-3-(4-((2-oxopyrrolidin-1-yl)methyl)phenyl)urea ClC1=CC=C(CNC(=O)NC2=CC=C(C=C2)CN2C(CCC2)=O)C=C1